FC(C(=O)O)(F)F.NCCCCCOC=1C=C(C=CC1)NC(=O)C1=CC=C(CN(C(=O)C=2C=CC3=C(OCC(N3)=O)C2)C2CC2)C=C1 N-(4-((3-((5-aminopentyl)oxy)phenyl)carbamoyl)benzyl)-N-cyclopropyl-3-oxo-3,4-dihydro-2H-benzo[b][1,4]oxazine-7-carboxamide 2,2,2-trifluoroacetate